N=1N2C(=CC1NC1=NC=C(C(=N1)NC1=C3CCNC(C3=CC=C1)=O)C(=O)N)CCC2 2-[(5,6-dihydro-4H-pyrrolo[1,2-b]pyrazol-2-yl)amino]-4-[(1-oxo-1,2,3,4-tetrahydroisoquinolin-5-yl)amino]pyrimidine-5-carboxamide